FC1([C@H](C1)C(=O)NC1=NC=NC(=C1)C=1C(=NC=CC1)NC=1C=NC(=CC1C)[C@H](CC)O)F (1R)-2,2-difluoro-N-{6-[2-({6-[(1S)-1-hydroxypropyl]-4-methylpyridin-3-yl}amino)pyridin-3-yl]pyrimidin-4-yl}cyclopropane-1-carboxamide